CC1=CC(=C(N=N1)[S@@](=O)(=NC)C1=CC(=CC=C1)C(F)(F)F)C(=O)OC methyl 6-methyl-3-{N-methyl-(R,S)-[3-(trifluoromethyl)phenyl]sulfonimidoyl}pyridazine-4-carboxylate